BrC=1C(=C(OCC(O)C2=C(C=C(C=C2)Cl)F)C=CC1)I 2-(3-bromo-2-iodophenoxy)-1-(4-chloro-2-fluorophenyl)ethan-1-ol